FC1=CC=C(C=N1)C1C(NC(CC1)=O)=O 3-(6-FLUOROPYRIDIN-3-YL)PIPERIDINE-2,6-DIONE